CC1(COC1)CN(C1CCC1)CC1(COC1)C N,N-bis((3-methyloxetan-3-yl)methyl)cyclobutan-1-amine